C(C)(C)(C)N1N=C(C(=C1NC1=NC=C(N=C1)C(F)(F)F)C#N)C1=CC(=C(C=C1)[N+](=O)[O-])OCC1=CC=C(C=C1)F 1-tert-butyl-3-{3-[(4-fluorophenyl)methoxy]-4-nitrophenyl}-5-{[5-(trifluoromethyl)pyrazin-2-yl]amino}-1H-pyrazole-4-carbonitrile